CC(C=O)CCC=C(C)C 2,6-Dimethylhept-5-enal